COC1=CC=C(C=C1)C(C(NC1=CC=C(C=C1)[Si](C)(C)C)=O)NC(C(C)C=1C=NN(C1)C)=O N-(1-(4-methoxyphenyl)-2-oxo-2-((4-(trimethylsilyl)phenyl)amino)ethyl)-2-(1-methyl-1H-pyrazol-4-yl)propanamide